O=C1N(C(C=C1)=O)CCC(=O)NCCOCCOCC(=O)O 2-(2-(2-(3-(2,5-dioxo-2,5-dihydro-1H-pyrrol-1-yl)propanamido)ethoxy)ethoxy)acetic acid